4-((5-((R)-3-(4-amino-3-(4-phenoxyphenyl)-1H-pyrazolo[3,4-d]pyrimidin-1-yl)piperidin-1-yl)-5-oxopentyl)thio)-2-(2,6-dioxopiperidin-3-yl)-6-fluoroisoindoline-1,3-dione NC1=C2C(=NC=N1)N(N=C2C2=CC=C(C=C2)OC2=CC=CC=C2)[C@H]2CN(CCC2)C(CCCCSC2=C1C(N(C(C1=CC(=C2)F)=O)C2C(NC(CC2)=O)=O)=O)=O